CC1=C(C(=O)OCC2=C(C=CC=C2)C)C=C(C=C1C(=O)N1CCN(CC1)C(C1=CC=C(C=C1)C(N)=N)=O)CN1CCN(CC1)C(N)=N 2-methylphenyl-methanol methyl-3-[4-(4-carbamimidoylbenzoyl)piperazine-1-carbonyl]-5-[(4-carbamimidoylpiperazin-1-yl)methyl]benzoate